O[C@@H](CCCCCCCCC=CC(=O)O)CCCCCC (R)-12-hydroxy-9-cis-octadecenoic acid